6-bromo-7-fluoro-3,4-dihydronaphthalene BrC=1C=C2CCC=CC2=CC1F